ClC1=C(C=CC(=C1)OCC=1C(=NOC1C1CC1)C1=C(C=CC=C1Cl)Cl)C1C(C1)C=1C=C(C(=O)O)C=CC1 3-(2-(2-chloro-4-((5-cyclopropyl-3-(2,6-dichlorophenyl)isoxazol-4-yl)methoxy)phenyl)cyclopropyl)benzoic acid